(E)-1-(2,6,6-trimethylcyclohexan-1,3-dien-1-yl)but-2-en-1-one CC1=C(C(CC=C1)(C)C)C(\C=C\C)=O